N-(4-Aminobutyl)-4-oxo-3-(phenylamino)-3,4-dihydroquinazoline-2-carboxamide NCCCCNC(=O)C1=NC2=CC=CC=C2C(N1NC1=CC=CC=C1)=O